N,N-bis(2-hydroxypropyl)-para-toluidine OC(CN(C1=CC=C(C=C1)C)CC(C)O)C